(2S)-3-cyclopropyl-2-(7-oxo-4,5-dihydro-1H-pyrrolo[2,3-c]pyridin-6-yl)propanoic acid C1(CC1)C[C@@H](C(=O)O)N1C(C2=C(CC1)C=CN2)=O